pyridin-2-yl-propionamide N1=C(C=CC=C1)C(C(=O)N)C